CN(C(C(=O)C1=CC=C(C=C1)N1CCOCC1)(CC)CC1=CC=CC=C1)C 2-dimethylamino-1-(4-morpholinophenyl)-2-benzylbutane-1-one